[Si](C)(C)(C(C)(C)C)OCC1=CC=C(C=C1)N1N=NC(=C1C(=O)OCC)C ethyl 1-(4-(((tert-butyldimethylsilyl) oxy) methyl) phenyl)-4-methyl-1H-1,2,3-triazole-5-carboxylate